7-(trifluoromethyl)-1H-imidazo[4,5-c]pyridine-4-carboxylic acid FC(C=1C2=C(C(=NC1)C(=O)O)N=CN2)(F)F